lithium phenyl-2,4,6-trimethylbenzoyl phosphite P(OC(C1=C(C(=C(C=C1C)C)C1=CC=CC=C1)C)=O)([O-])[O-].[Li+].[Li+]